FC(COC1=CC(=NN1C)C(F)(F)F)F 5-(difluoroethoxy)-1-methyl-3-trifluoromethylpyrazole